(2S,4r)-4-hydroxy-1-[(2S)-2-[4-(2-methoxy-1-naphthyl)triazol-1-yl]-3,3-dimethyl-butyryl]-N-methyl-pyrrolidine-2-carboxamide O[C@@H]1C[C@H](N(C1)C([C@H](C(C)(C)C)N1N=NC(=C1)C1=C(C=CC2=CC=CC=C12)OC)=O)C(=O)NC